C(CCCCCCCCCCCCCCC)NC(=O)C1NC(SC1)C1=CC=CC=C1 2-phenyl-thiazolidine-4-carboxylic acid hexadecylamide